IC1=NN(C2=NC(=CN=C21)C2CCC1([C@@H]([C@@H](OC1)C)NC(OC(C)(C)C)=O)CC2)C2OCCCC2 tert-butyl ((3S,4S)-8-(3-iodo-1-(tetrahydro-2H-pyran-2-yl)-1H-pyrazolo[3,4-b]pyrazin-6-yl)-3-methyl-2-oxaspiro[4.5]decan-4-yl)carbamate